C(C)NC(CCSCCC(F)(F)F)=O N-ethyl-3-[(3,3,3-trifluoropropyl)thio]-propanamide